CC(CCCCN)N 1-methyl-1,5-pentylenediamine